NN1C=NC(=C2N3C(N=C12)N(C(N3C)=O)CCN3N=CC(=C3)C(=O)O)C=3OC=CC3 1-[2-[5-Amino-8-(2-furyl)-1-methyl-2-oxo-[1,2,4]triazolo[5,1-f]purin-3-yl]ethyl]pyrazole-4-carboxylic acid